(S)-2-(5-carbamoyl-1-(methylamino)-4-(4-((4-methylpyridin-2-yl)carbamoyl)phenyl)-1H-imidazol-2-yl)pyrrolidine-1-carboxylic acid tert-butyl ester C(C)(C)(C)OC(=O)N1[C@@H](CCC1)C=1N(C(=C(N1)C1=CC=C(C=C1)C(NC1=NC=CC(=C1)C)=O)C(N)=O)NC